3-(6-(2-oxo-3-phenylimidazolin-1-yl)-2-azabicyclo[2.2.1]heptan-2-yl)-1,2,4-triazine-6-carboxamide O=C1N(CCN1C1=CC=CC=C1)C1CC2CN(C1C2)C=2N=NC(=CN2)C(=O)N